1-methyl-4-((3-chloro-4-fluorophenyl)amino)-6-chloro-1H-indole-2-carboxylic acid ethyl ester C(C)OC(=O)C=1N(C2=CC(=CC(=C2C1)NC1=CC(=C(C=C1)F)Cl)Cl)C